COC(C[C@H]1CN(CC1)C1=C(C=C(C=C1F)[N+](=O)[O-])F)=O 2-[(3S)-1-(2,6-difluoro-4-nitro-phenyl)pyrrolidin-3-yl]Acetic acid methyl ester